N-(3-cyclopropyl-5-(((3S,5R)-3,5-dimethylpiperazin-1-yl)methyl)phenyl)-4-((S)-3-phenylisoxazolidin-2-yl)-5-(trifluoromethyl)pyrimidin-2-amine C1(CC1)C=1C=C(C=C(C1)CN1C[C@@H](N[C@@H](C1)C)C)NC1=NC=C(C(=N1)N1OCC[C@H]1C1=CC=CC=C1)C(F)(F)F